6-(Furan-3-yl)-5-(4-(4-isopropylpiperazin-1-yl)phenyl)-7,8-dihydronaphthalen-2-ol O1C=C(C=C1)C1=C(C=2C=CC(=CC2CC1)O)C1=CC=C(C=C1)N1CCN(CC1)C(C)C